C(C)(C)(C)C1=CC=C(C=C1)[C@H](C)NC(=O)C1=CC=C2C=C(N(C2=C1)CC(C)C)C (S)-N-(1-(4-(tert-butyl)phenyl)ethyl)-1-isobutyl-2-methyl-1H-indole-6-carboxamide